(Z)-2-amino-5-bromo-N'-hydroxynicotinamidine NC1=C(/C(=N/O)/N)C=C(C=N1)Br